FC1=C(C(=C(C2=C(C(=C(C(=C12)F)F)C(C#N)C#N)F)F)F)C(C#N)C#N 2,2'-(1,3,4,5,7,8-hexafluoro-2,6-naphthalenediyl)bis[malononitrile]